4-((1H-pyrazol-1-yl)methyl)-2-nitrobenzol mesylate S(C)(=O)(=O)O.N1(N=CC=C1)CC1=CC(=CC=C1)[N+](=O)[O-]